Cl.COC=1C=C(C=CC1)C1(CNC1)O 3-(3-methoxyphenyl)azetidine-3-ol hydrochloride